(R)-5-(2-(dimethylamino)ethoxy)-2-methyl-N-(1-(3-(1-methyl-1H-pyrazol-4-yl)-5-(1-methyl-1H-pyrazol-5-yl)phenyl)ethyl)benzamide CN(CCOC=1C=CC(=C(C(=O)N[C@H](C)C2=CC(=CC(=C2)C2=CC=NN2C)C=2C=NN(C2)C)C1)C)C